N-(1-(4-fluorobenzyl)-1H-indol-5-yl)cyclohexanesulfonamide FC1=CC=C(CN2C=CC3=CC(=CC=C23)NS(=O)(=O)C2CCCCC2)C=C1